O=C1O[C@H](CN1)C1=C(C=C(C=2N=COC21)C2=CC=C(C=C2)OC(F)(F)F)CNC(C=C)=O (S)-N-((7-(2-oxooxazolidin-5-yl)-4-(4-(trifluoromethoxy)phenyl)benzo[d]oxazol-6-yl)methyl)acrylamide